4-piperidinoanilide N1CCC(CC1)C(=O)NC1=CC=CC=C1